1-methylcyclooctanol CC1(CCCCCCC1)O